CN1N=CC(=C1)C#CC=1C=CC=C2C=C(N(C(C12)=S)C1=CC=CC=C1)C(C)NC(=O)C=1C(=NN2C1N=CC=C2)NS(N)(=O)=O N-(1-(8-((1-methyl-1H-pyrazol-4-yl)ethynyl)-2-phenyl-1-thioxo-1,2-dihydroisoquinolin-3-yl)ethyl)-2-(sulfamoylamino)pyrazolo[1,5-a]pyrimidine-3-carboxamide